2-vinyl-biphenyl-4,4'-dimethacrylate C(=C)C1=C(C=CC(=C1)CC(C(=O)[O-])=C)C1=CC=C(C=C1)CC(C(=O)[O-])=C